C(#N)C=1C=CC(=NC1)C=1C=C2N(N=CC(=C2NC2CCOCC2)C(=O)NC[C@H](C(C)(C)O)F)C1 (R)-6-(5-cyanopyridin-2-yl)-N-(2-fluoro-3-hydroxy-3-methylbutyl)-4-((tetrahydro-2H-pyran-4-yl)amino)pyrrolo[1,2-b]pyridazine-3-carboxamide